COC(C(CC(C)C)C=1C(N(C=C(C1)CC=O)C)=O)=O 4-methyl-2-(1-methyl-2-oxo-5-(2-oxoethyl)-1,2-dihydropyridin-3-yl)pentanoic acid methyl ester